CC1(C(C(=NO1)C1[C@H]2CN(C[C@@H]12)C(=O)C1=NNC(=C1)C(C)C)C1=CC(=CC=C1)C)C {(1R,5S,6r)-6-[5,5-dimethyl-4-(3-methylphenyl)-4,5-dihydro-1,2-oxazol-3-yl]-3-azabicyclo[3.1.0]hex-3-yl}(5-isopropyl-1H-pyrazol-3-yl)methanone